CN(C1=C(NC=2C=NC=3CCN(CC3C2)C2=C(C(=C(N=N2)C#N)C)C)C=CC=C1)C 6-[3-[2-(dimethylamino)anilino]-7,8-dihydro-5H-1,6-naphthyridin-6-yl]-4,5-dimethyl-pyridazine-3-carbonitrile